(S)-(6-(1H-indazol-5-yl)thieno[2,3-b]pyridin-2-yl)(tetrahydro-2H-pyran-4-yl)methanol N1N=CC2=CC(=CC=C12)C1=CC=C2C(=N1)SC(=C2)[C@@H](O)C2CCOCC2